[Si](C)(C)(C(C)(C)C)OC1(CC1)C1=CC=CC(=N1)N1N(CC=2C1=NC(=NC2)NC2=CC(=C(C=C2)OC2(CCN(CC2)C)C)C)C(C)C 1-(6-(1-((tert-butyldimethylsilyl)oxy)cyclopropyl)pyridin-2-yl)-6-((4-((1,4-diMethylpiperidin-4-yl)oxy)-3-methylphenyl)amino)-2-isopropyl-1,2-dihydro-3H-pyrazolo[3,4-d]pyrimidine